BrC=1C=C(C=C2C(C3=CC=CC=C3C2=O)=O)C=CC1 2-(3-bromobenzylidene)1,3-indenedione